(difluoro(2-(((3S,6S,10aS)-3-(methyl(2-(2-oxo-1,2-dihydropyridin-4-yl)ethyl)carbamoyl)-5-oxodecahydropyrrolo[1,2-a]azocin-6-yl)carbamoyl)benzo[b]thiophen-5-yl)methyl)phosphonic acid FC(C1=CC2=C(SC(=C2)C(N[C@H]2CCCC[C@@H]3N(C2=O)[C@@H](CC3)C(N(CCC3=CC(NC=C3)=O)C)=O)=O)C=C1)(F)P(O)(O)=O